2H-pyrrole N=1CC=CC1